(4-methacryloyloxyethoxyphenyl)-2-(4-methacryloyloxydiethoxyphenyl)propane C(C(=C)C)(=O)OCCOC1=CC=C(C=C1)CC(C)C1=C(C(=C(C=C1)OC(C(=C)C)=O)OCC)OCC